C(CCCCC)(=O)OCCCCCC(CCCC)N(CCO)CCCNC(=O)OC(C)(C)C 6-((3-((tert-butyloxycarbonyl)amino)propyl)(2-hydroxyethyl)amino)decyl hexanoate